2,3-dihydro-1H-benzo[d]pyrrolo[1,2-a]imidazole C1CCC=2N1C1=C(N2)C=CC=C1